2-[(4-{6-[(4-chloro-2-fluorobenzyl)oxy]pyridin-2-yl}piperidin-1-yl)methyl]-3-(2-methoxyethyl)-3H-imidazo[4,5-b]pyridine-5-carboxylic acid ClC1=CC(=C(COC2=CC=CC(=N2)C2CCN(CC2)CC2=NC=3C(=NC(=CC3)C(=O)O)N2CCOC)C=C1)F